6-chloro-1H-benzo[d][1,3]oxazine-2,4-dione ClC1=CC2=C(NC(OC2=O)=O)C=C1